1-cyclopentyl-3-ethyl-5H,7H-pyrazolo[3,4-d]pyrimidine-4,6-dione C1(CCCC1)N1N=C(C2=C1NC(NC2=O)=O)CC